FC1=C(C(=O)N[C@@H]2CN(CC2)C2=NC=C(C=C2)C2=C3N=CC=NC3=CC(=C2)NCC(C)C)C=CC=C1 (S)-2-fluoro-N-(1-(5-(7-(isobutylamino)quinoxalin-5-yl)pyridin-2-yl)pyrrolidin-3-yl)benzamide